3-((1-(4-(trifluoromethyl)phenyl)-2,3,4,5-tetrahydro-1H-benzo[b]azepin-3-yl)amino)propan-1-ol FC(C1=CC=C(C=C1)N1C2=C(CCC(C1)NCCCO)C=CC=C2)(F)F